N-(2-(Aminomethyl)benzyl)-3-((6-(2-aminopyridin-4-yl)-1-oxoisoquinolin-2(1H)-yl)methyl)benzamide NCC1=C(CNC(C2=CC(=CC=C2)CN2C(C3=CC=C(C=C3C=C2)C2=CC(=NC=C2)N)=O)=O)C=CC=C1